3-{4-[(2-chloro-1H-imidazol-1-yl)methyl]phenyl}-5-(trifluoromethyl)-4,5-dihydro-1,2-oxazole ClC=1N(C=CN1)CC1=CC=C(C=C1)C1=NOC(C1)C(F)(F)F